C[C@](N)(CC(N)=O)C(=O)O D-α-methylasparagine